[(2R,7aS)-2-fluoro-hexahydropyrrolizin-7a-yl]methoxy-7-bromo-6-chloro-5,8-difluoroquinazolin-4-ol F[C@@H]1C[C@@]2(CCCN2C1)COC1=NC2=C(C(=C(C(=C2C(=N1)O)F)Cl)Br)F